FC1=CC(=C(C=C1)C1=NN=C(O1)[C@@H]1CC12CCN(CC2)S(=O)(=O)N)C(F)(F)F (1R)-1-{5-[4-fluoro-2-(trifluoromethyl)phenyl]-1,3,4-oxadiazol-2-yl}-6-azaspiro[2.5]octane-6-sulfonamide